ClC=1C=CC(=C(N)C1)C 5-chloro-2-Methylaniline